3-chloro-4-(6-cyano-5-fluoropyridin-2-yl)-N-(1,1-dioxotetrahydrothiophen-3-yl)benzenesulfonamide ClC=1C=C(C=CC1C1=NC(=C(C=C1)F)C#N)S(=O)(=O)NC1CS(CC1)(=O)=O